ClC1=CC2=C(C(=N1)OCCC)C=NN2C2CCOCC2 6-chloro-4-propoxy-1-(tetrahydro-2H-pyran-4-yl)-1H-pyrazolo[4,3-c]pyridine